3-chloro-5-[(difluoromethyl)thio]benzoic acid ClC=1C=C(C(=O)O)C=C(C1)SC(F)F